(S)-5-fluoro-2-methyl-1-((S)-5-(pyridin-2-yl)-2,3-dihydro-1H-indene-2-carbonyl)indoline-6-sulfonamide FC=1C=C2C[C@@H](N(C2=CC1S(=O)(=O)N)C(=O)[C@H]1CC2=CC=C(C=C2C1)C1=NC=CC=C1)C